(4-(pyrrolidin-1-ylmethyl)benzyl)imidazo[2,1-f][1,2,4]triazine-2,4-diamine N1(CCCC1)CC1=CC=C(CC=2N=C3C(=NC(=NN3C2)N)N)C=C1